2,2'-methylene-bis(4-methyl-l-6-tert-butylphenol) C(C1=C(C(=CC(=C1)C)C(C)(C)C)O)C1=C(C(=CC(=C1)C)C(C)(C)C)O